CC(CCCCCCCCC(CCCCCCCCC)N)([C@@H]1[C@@H](C1)CCCCCCCC)C dimethyl-1-[(1S,2R)-2-octylcyclopropyl]nonadecan-10-amine